4-amino-N-(2-(ethyl(3-(hydroxyamino)-3-oxopropyl)amino)ethyl)benzamide NC1=CC=C(C(=O)NCCN(CCC(=O)NO)CC)C=C1